BrC=1C=C2C(C(NC2=CC1OC)=O)=O 5-Bromo-6-methoxyindoline-2,3-dione